C(CC)(=O)OCCC(CC)P(=O)CCOCCCCC 3-(pentyloxyethylphosphinyl)-pentyl propionate